9-(4-([1,2,4]triazolo[1,5-a]pyridin-5-yl)benzyl)-2-(2-isopropylphenyl)-7-methyl-7,9-dihydro-8H-purin-8-one N=1C=NN2C1C=CC=C2C2=CC=C(CN1C3=NC(=NC=C3N(C1=O)C)C1=C(C=CC=C1)C(C)C)C=C2